dodecene-ol C(=CCCCCCCCCCC)O